tert-Butyl 5,7-difluoro-3-(4,4,5,5-tetramethyl-1,3,2-dioxaborolan-2-yl)-1H-indole-1-carboxylate FC=1C=C2C(=CN(C2=C(C1)F)C(=O)OC(C)(C)C)B1OC(C(O1)(C)C)(C)C